S(=O)([O-])CS(=O)[O-].S(=O)([O-])CS(=O)[O-].[Ni+4] nickel dimethionite